C(C)(C)(C)OC(=O)N1CCC2(CC1)COC1=C3CN(C(C3=CC=C12)=O)[C@@H]1C(NC(CC1)=O)=O.BrCC1=CC=C(C=C1)N=NC1=CC=CC=C1 4-bromomethyl-azobenzene tert-butyl-(S)-7-(2,6-dioxopiperidin-3-yl)-6-oxo-7,8-dihydro-2H,6H-spiro[furo[2,3-e]isoindole-3,4'-piperidine]-1'-carboxylate